1,6-dihydro-7H-imidazo[4,5-c][1,8]naphthyridin-7-one N1C=NC=2C=NC=3NC(C=CC3C21)=O